The molecule is a carbohydrate acid derivative anion that is the dianion resulting from the removal of the proton from both of the carboxylic acid groups of luteolin-7-O-[beta-D-glucuronosyl-(1->2)-beta-D-glucuronide]. It is a carbohydrate acid derivative anion and a flavonoid oxoanion. It is a conjugate base of a luteolin-7-O-[beta-D-glucuronosyl-(1->2)-beta-D-glucuronide]. It is a conjugate acid of a luteolin 7-O-[(beta-D-glucosiduronate)-(1->2)-(beta-D-glucosiduronate)](3-). C1=CC(=C(C=C1C2=CC(=O)C3=C(C=C(C=C3O2)O[C@H]4[C@@H]([C@H]([C@@H]([C@H](O4)C(=O)[O-])O)O)O[C@H]5[C@@H]([C@H]([C@@H]([C@H](O5)C(=O)[O-])O)O)O)O)O)O